3-(Phenoxyethylthiomethyl)-1H-1,2,4-triazol-5(4H)-one O(C1=CC=CC=C1)CCSCC1=NNC(N1)=O